pyrido[3,4-b]pyrazine-3-one N1=C2C(=NC(C1)=O)C=NC=C2